C1(=CC=CC=C1)C=CC1=CC=CC=C1 1,2-Diphenylethylene